C(CC)(=O)O.[Ca] calcium propionic acid